ClC=1C=CC(=C(C1)C1=CC(=C(N=N1)C(F)(F)F)NC1=CC(=NC=C1)NC(CCN1CCN(CC1)C)=O)F N-(4-((6-(5-chloro-2-fluorophenyl)-3-(trifluoromethyl)pyridazin-4-yl)amino)pyridin-2-yl)-3-(4-methylpiperazin-1-yl)propanamide